[N+](=O)([O-])C1=CC=C(/C=C/B(O)O)C=C1 (E)-(4-nitrostyryl)boronic acid